C(C(=C)C)(=O)OC1CCCCC1 3-cyclohexyl methacrylate